4-((1,3-dimethoxypropan-2-yl)amino)-6-methyl-2-(methylthio)-5,6-dihydropyridine COCC(COC)NC1=CC(=NC(C1)C)SC